5-(pyridin-2-yl)valeraldehyde N1=C(C=CC=C1)CCCCC=O